C(C)(C)(C)N(C(=O)OC(C)(C)C1=CC(=CC(=C1)OC(F)(F)F)Br)[C@@H]1C[C@@H](CCC1)CN1CC2=CC(=C(C=C2CC1)Br)F 2-[3-bromo-5-(trifluoromethoxy)phenyl]Propan-2-ol tert-butyl-N-[(1S,3R)-3-[(6-bromo-7-fluoro-3,4-dihydro-1H-isoquinolin-2-yl)methyl]cyclohexyl]carbamate